dichloro(dimethyl-glyoxime) cobalt (III) [Co+3].ClON=C(C(=NOCl)C)C